9,9-diphenyl-9H-fluoren-2-yl-amine C1(=CC=CC=C1)C1(C2=CC=CC=C2C=2C=CC(=CC12)N)C1=CC=CC=C1